FC=1C=C(NC2=NC=C(C(=N2)N[C@H](CO)C2=CC=CC=C2)C=2OC(=CN2)C)C=CC1S(=O)(=O)C (2S)-2-[[2-(3-fluoro-4-methylsulfonyl-anilino)-5-(5-methyloxazol-2-yl)pyrimidin-4-yl]amino]-2-phenyl-ethanol